BrC1=CC2=CN(N=C2C=C1F)CC(C)(O)C 1-(5-bromo-6-fluoro-indazol-2-yl)-2-methyl-propan-2-ol